ClC=1C=CC(=C(C1)C1=NNC=C1C=1N=C2C=C(C=NC2=CC1)NC1=NC=C(C=C1)N1CCNCC1)F 6-[3-(5-chloro-2-fluoro-phenyl)-1H-pyrazol-4-yl]-N-(5-piperazin-1-yl-2-pyridyl)-1,5-naphthyridin-3-amine